7-bromo-3,3,8-trimethyl-3,4-dihydro-1H-pyrido[2,3-b]pyrazine-2-thione BrC1=C(C2=C(NC(C(N2)=S)(C)C)N=C1)C